OCCNCCCO 3-(2-hydroxyethylamino)-1-propanol